ClC1=NC2(CCC2)OC2=C1C=CC=C2C 4-chloro-8-methylspiro[benzo[e][1,3]oxazine-2,1'-cyclobutane]